C(C)N1N=CC2=CC=C(C=C12)C1=CC(=NN1)C(=O)OC Methyl 5-(1-ethyl-1H-indazol-6-yl)-1H-pyrazole-3-carboxylate